O=S1(C2(CC2)CCCN1CC=1N=NN(C1)[C@H](C(=O)N1[C@@H](C[C@H](C1)O)C(=O)NC)C(C)(C)C)=O (2S,4r)-1-[(2S)-2-[4-[(4,4-dioxo-4λ6-thia-5-azaspiro[2.5]oct-5-yl)methyl]triazol-1-yl]-3,3-dimethyl-butyryl]-4-hydroxy-N-methyl-pyrrolidine-2-carboxamide